FC1=CC=C(C=C1)N(C1CCN(CC1)C(=O)NCCCCCCC(=O)OC)C1=CC=CC=C1 methyl 7-(4-((4-fluorophenyl)(phenyl)amino)piperidine-1-carboxamido)heptanoate